[Si](C1=CC=CC=C1)(C1=CC=CC=C1)(C(C)(C)C)OC=1C=C(C=C(C1OC)OC)COCCOCCN(C(OC(C)(C)C)=O)C tert-butyl N-{2-[2-((3-[(tert-butyldiphenylsilyl)oxy]-4,5-dimethoxyphenyl)methoxy)ethoxy]ethyl}-N-methylcarbamate